C(#N)C1=CC(=CC=2N=C(OC21)C=2C(=C(C=CC2)C2=C(C(=CC=C2)NC=2N=CC=C1C=C(C=NC21)CN2C[C@@H](CC2)O)C)C)CN[C@@H]2[C@H](CCC2)C(=O)O (1s,2s)-2-((7-cyano-2-(3'-(3-(((R)-3-hydroxypyrrolidin-1-yl)methyl)-1,7-naphthyridin-8-ylamino)-2,2'-dimethylbiphenyl-3-yl)benzo[d]oxazol-5-yl)methylamino)cyclopentanecarboxylic acid